ClC=1C(=CC(=C(C1)C=O)O)O 5-chloro-2,4-dihydroxybenzene-1-carbaldehyde